CC1C(N(CC1C)C=C)=O 3,4-dimethyl-1-vinyl-2-pyrrolidone